methyl 1-(1-(tert-butoxycarbonyl)-3-(nitromethyl) azetidin-3-yl)-1H-imidazole-2-carboxylate C(C)(C)(C)OC(=O)N1CC(C1)(C[N+](=O)[O-])N1C(=NC=C1)C(=O)OC